(1'S,1''s)-5''-chloro-2''-[(2R)-3-hydroxy-2-methylpropyl]-6''-methoxy-2'',3''-dihydrodispiro[imidazolidine-4,1'-cyclohexane-4',1''-isoindole]-2,5-dione ClC=1C=C2CN(C3(C2=CC1OC)CCC1(CC3)NC(NC1=O)=O)C[C@H](CO)C